1,3-diisopropyl-6-trifluoromethylimidazo[1,2-a]pyridin-4-ium iodide [I-].C(C)(C)N1C=C([N+]2=C1C=CC(=C2)C(F)(F)F)C(C)C